[Si](C)(C)(C(C)(C)C)OCCNCCCNC(OC(C)(C)C)=O tert-butyl (3-((2-((tert-butyldimethylsilyl)oxy)ethyl)amino)propyl)carbamate